Cl.Cl.N[C@H](C(=O)N[C@H](C(=O)NC)[C@H](CC)C)CC1=CC(=CC=C1)C(N)=N (2S,3S)-2-[(2S)-2-amino-3-(3-carbamimidoylphenyl)propanamido]-N,3-dimethylpentanamide dihydrochloride